rac-(3aR,6aR)-1-((4-bromophenyl)sulfonyl)hexahydropyrrolo[3,4-b]Pyrrole-5(1H)-carboxylic acid tert-butyl ester C(C)(C)(C)OC(=O)N1C[C@@H]2N(CC[C@@H]2C1)S(=O)(=O)C1=CC=C(C=C1)Br |r|